C(#N)N1CC2(C(NC3=CC(=CC=C3C2)C=2C=CC(=NC2)C(=O)NC)=O)CC1 5-(1-cyano-2'-oxo-1',4'-dihydro-2'H-spiro[pyrrolidine-3,3'-quinoline]-7'-yl)-N-methylpyridinecarboxamide